CC1(OC[C@@H](O1)COCCCO)C (S)-3-((2,2-dimethyl-1,3-dioxolan-4-yl)methoxy)propan-1-ol